O[C@@H]1C[C@H](N(C1)C(=O)C(C(C)C)C1=CC(=NO1)CN(C(OC(C)(C)C)=O)C)C(N[C@@H](C)C1=CC=C(C=C1)C1=C(N=CS1)C)=O tert-butyl N-[[5-[1-[(2S,4R)-4-hydroxy-2-[[(1S)-1-[4-(4-methylthiazol-5-yl)phenyl]ethyl]carbamoyl]pyrrolidine-1-carbonyl]-2-methyl-propyl]isoxazol-3-yl]methyl]-N-methyl-carbamate